C(C)N(CC)CC N,N-diethylethan-1-amine